2-(3-(((1-(4-chlorophenyl)cyclopropyl)-methyl)amino)-6-(1-methyl-1H-pyrazol-4-yl)-2-oxopyrazin-1(2H)-yl)acetamide trifluoroacetate FC(C(=O)O)(F)F.ClC1=CC=C(C=C1)C1(CC1)CNC=1C(N(C(=CN1)C=1C=NN(C1)C)CC(=O)N)=O